C(C=CC)N1C(C2=C(C(=C1)C=1C=C(C#N)C=CC1OC)C=CN2)=O 3-(6-but-2-enyl-7-oxo-1H-pyrrolo[2,3-c]pyridin-4-yl)-4-methoxy-benzonitrile